C(C=C)OCC(CO)(CO)CC 2-(allyloxymethyl)-2-ethyl-1,3-propanediol